COC1=C(C(=NC(=N1)C1=CC=NC=C1)NC1=CC=CC=C1)C(F)(F)F 6-methoxy-N-phenyl-2-(4-pyridyl)-5-(trifluoromethyl)-4-pyrimidineamine